NC(C(=O)[O-])CNC(=O)C1=CC2=NC=CC(=C2S1)CF 2-amino-3-(7-(fluoromethyl)thieno[3,2-b]pyridine-2-carboxamido)propanoate